(1s,3s)-3-amino-1-(Boc-amino)cyclopentane N[C@@H]1C[C@H](CC1)NC(=O)OC(C)(C)C